2,3,4,5-tetrakis(3-(tert-butyl)-9H-carbazol-9-yl)-6-(2,6-diphenylpyrimidin-4-yl)benzonitrile C(C)(C)(C)C=1C=CC=2N(C3=CC=CC=C3C2C1)C1=C(C#N)C(=C(C(=C1N1C2=CC=CC=C2C=2C=C(C=CC12)C(C)(C)C)N1C2=CC=CC=C2C=2C=C(C=CC12)C(C)(C)C)N1C2=CC=CC=C2C=2C=C(C=CC12)C(C)(C)C)C1=NC(=NC(=C1)C1=CC=CC=C1)C1=CC=CC=C1